(4-((S)-2-Fluoro-3-(2H-tetrazol-2-yl)propoxy)phenyl)((R)-3-(4-fluorophenyl)pyrrolidin-1-yl)methanon F[C@H](COC1=CC=C(C=C1)C(=O)N1C[C@H](CC1)C1=CC=C(C=C1)F)CN1N=CN=N1